C(C)OC[N+]1(CCCC1)C(C)(C)C N-ethoxymethyl-N-tert-butylpyrrolidinium